ON=C(N)C1(CC1)C(F)(F)F N'-hydroxy-1-(trifluoromethyl)cyclopropanecarboxamidine